(1-Methylazetidin-3-yl)-N-(3-phenylpropyl)-1H-benzo[d]imidazole-1-carboxamide CN1CC(C1)C1=NC2=C(N1C(=O)NCCCC1=CC=CC=C1)C=CC=C2